NC=1C2=C(N=C(N1)Cl)N(C=C2Br)[C@@H]2C[C@@H]([C@@H]1[C@H]2OC(O1)(C)C)CO ((3aR,4R,6R,6as)-6-(4-amino-5-bromo-2-chloro-7H-pyrrolo[2,3-d]pyrimidin-7-yl)-2,2-dimethyltetrahydro-4H-cyclopenta[d][1,3]dioxol-4-yl)methanol